2-(tert-Butyl)-5-cyclohexylidene-4-(p-tolyl)-5H-benzo[d][1,3]diazepine C(C)(C)(C)C=1N=C(C(C2=C(N1)C=CC=C2)=C2CCCCC2)C2=CC=C(C=C2)C